FC=1C=CC(=C(C1)[C@@H]1N(CCC1)C=1C=CC=2N(N1)C(=CN2)C2=NC=CC(=C2)[C@H]2[C@H](CCC2)O)O (1S,2S)-2-(2-(6-((R)-2-(5-fluoro-2-hydroxyphenyl)pyrrolidin-1-yl)imidazo[1,2-b]pyridazin-3-yl)pyridin-4-yl)cyclopentan-1-ol